(E)-1-(2-Hydroxy-4,6-dimethoxyphenyl)-3-(3-nitrosophenyl)prop-2-en-1-one OC1=C(C(=CC(=C1)OC)OC)C(\C=C\C1=CC(=CC=C1)N=O)=O